Trimethylcyclopentadienyl-platinum C[Pt](C1C=CC=C1)(C)C